N-(2,2-dimethyl-3-phenylpropyl)-6-oxo-1,6-dihydropyridazine-3-carboxamide CC(CNC(=O)C1=NNC(C=C1)=O)(CC1=CC=CC=C1)C